OC1(N(CCC1)C([C@H](C(C)C)C1=CC(=NO1)OCC1CCNCC1)=O)C(=O)N[C@@H](C)C1=CC=C(C=C1)C1=C(N=CS1)C hydroxy-1-[(2R)-3-methyl-2-[3-(4-piperidylmethoxy)isoxazol-5-yl]butanoyl]-N-[(1S)-1-[4-(4-methylthiazol-5-yl)phenyl]ethyl]pyrrolidine-2-carboxamide